(E)-tert-butyl 6-(2-(1,8-naphthyridin-2-yl) vinyl)-2-azaspiro[3.3]Heptane-2-carboxylate N1=C(C=CC2=CC=CN=C12)/C=C/C1CC2(CN(C2)C(=O)OC(C)(C)C)C1